C1(CC1)C1=CC(=NN1)NC1=NC(=NC=C1)N1CC(CCC1)C(C)(NC)C N-(5-cyclopropyl-1H-pyrazol-3-yl)-2-[3-[1-methyl-1-(methylamino)ethyl]-1-piperidinyl]pyrimidin-4-amine